[N+](=O)([O-])C1=CC=C(C=C1)OC(=O)Cl.N=1C=C(N2N=CC=CC21)NC(=O)C2=CC1=CN(N=C1C=C2OC)C2CCC(CC2)N(C(OC2=CC=C(C=C2)[N+](=O)[O-])=O)C 4-Nitrophenyl ((1r,4r)-4-(5-(imidazo[1,2-b]pyridazin-3-ylcarbamoyl)-6-methoxy-2H-indazol-2-yl)cyclohexyl)(methyl)carbamate 4-Nitrophenyl-carbonochloridate